C(C)(C)(C)[C@H]1OC=2C=C(C(=CC2C=2N(C(C(=CC21)C(=O)O)=O)C2CC2)OC)OCCCOC |r| (RS)-5-(tert-Butyl)-1-cyclopropyl-9-methoxy-8-(3-methoxypropoxy)-2-oxo-1,5-dihydro-2H-chromeno[4,3-b]pyridine-3-carboxylic acid